(2S)-1-[2-[(3S)-3-[[7-(trifluoromethyl)-5-quinolyl]amino]pyrrolidin-1-yl]acetyl]pyrrolidine-2-carbonitrile FC(C1=CC(=C2C=CC=NC2=C1)N[C@@H]1CN(CC1)CC(=O)N1[C@@H](CCC1)C#N)(F)F